ClC[C@@H](COC1=C(C=C(C=C1)C(C)(C)C1=CC(=C(C=C1)OC[C@H](COC)O)Cl)Cl)O (R)-1-chloro-3-(2-chloro-4-(2-(3-chloro-4-((S)-2-hydroxy-3-methoxypropoxy)phenyl)propan-2-yl)phenoxy)propan-2-ol